N[C@H]1CN(C[C@@H](C1)F)C(=O)C1=CC2=C(N(C(=N2)C2=CC=3C=4N2CCN(C4C=CC3)C(CO)=O)C)C(=C1)OC 1-(5-(5-((3R,5R)-3-amino-5-fluoropiperidine-1-carbonyl)-7-methoxy-1-methyl-1H-benzo[d]imidazol-2-yl)-2,3-dihydro-1H-pyrrolo[1,2,3-de]quinoxalin-1-yl)-2-hydroxyethan-1-one